1-METHYL-2-HYDROXY-4-BETA-HYDROXYETHYLAMINOBENZENE CC1=C(C=C(C=C1)NCCO)O